CN1C(COC2=C1C=CC(=C2)OB(O)O)=O (4-methyl-3-oxo-1,4-benzoxazin-7-yl)boric acid